ClC=1C=C(C=CC1)C=1C=NC(=NC1)N1C([C@H]2N(CCNC2)CC1)=O (S)-8-(5-(3-Chlorophenyl)pyrimidin-2-yl)-9-oxooctahydro-2H-pyrazino[1,2-a]pyrazin